Cl.Cl.C1(CCCCC1)C1C(CNC1)C(=O)NC1=CC(=CC=C1)C=1C=NC=CC1 4-Cyclohexyl-N-[3-(pyridin-3-yl)phenyl]pyrrolidine-3-carboxamide dihydrochloride